C(C)(C)(C)OC(NC1CC(CC1)N1N=C(C=C1)C(F)(F)F)=O (3-(3-(trifluoromethyl)-1H-pyrazol-1-yl)cyclopentyl)carbamic acid tert-butyl ester